(2-(((1-(Morpholinosulfonyl)-5-phenylpiperidin-3-yl)methyl)sulfonyl)pyridin-4-yl)methanamine 2,2,2-trifluoroacetate FC(C(=O)O)(F)F.O1CCN(CC1)S(=O)(=O)N1CC(CC(C1)C1=CC=CC=C1)CS(=O)(=O)C1=NC=CC(=C1)CN